5,7,3,4'-tetramethoxyflavone COC1=C2C(C(=C(OC2=CC(=C1)OC)C1=CC=C(C=C1)OC)OC)=O